C1(C=CC(N1CCC(=O)O)=O)=O.ON1C(CCC1=O)=O N-hydroxysuccinimide 3-(maleimido)-propionate